Benzyl N-[1-(4-oxocyclohexyl)-4-piperidyl]carbamate O=C1CCC(CC1)N1CCC(CC1)NC(OCC1=CC=CC=C1)=O